ClC=1C=CC(=NC1)COC1=NN=C(S1)NC(=O)C=1N(C=NC1)C1=C(C=CC=C1)OC(F)F N-[5-[(5-chloropyridin-2-yl)methoxy]-1,3,4-thiadiazol-2-yl]-3-[2-(difluoromethoxy)phenyl]imidazole-4-carboxamide